F[P-](F)(F)(F)(F)F.F[P-](F)(F)(F)(F)F.[Cu+2].N1=C(C=CC=C1)C(C)C1=NC=CC=C1.N1=C(C=CC=C1)C(C)C1=NC=CC=C1 bis(1,1-bis(2-pyridyl)ethane) copper (II) bis(hexafluorophosphate)